ClC1=C(CN2N=C3C4=C(CCC3=C2)OC(=C4C)C(=O)NC4=C(C=CC=C4)OC)C(=CC=C1)F 2-(2-chloro-6-fluorobenzyl)-N-(2-methoxyphenyl)-8-methyl-4,5-dihydro-2H-furo[2,3-g]indazole-7-carboxamide